NC=1C(C=2[C@H]([C@@]3(N(C2C(C1C)=O)C[C@H]1[C@@H]3N1)OC)COC(=O)N)=O (1aS,8S,8aR,8bS)-6-amino-8-(((aminocarbonyl)oxy)methyl)-1,1a,2,8,8a,8b-hexahydro-8a-methoxy-5-methylazirino(2',3':3,4)pyrrolo(1,2-a)indole-4,7-dione